ClC=1C(=NC=C(N1)OC)C(CCC=C)N[S@@](=O)C(C)(C)C (S)-N-(1-(3-chloro-5-methoxypyrazin-2-yl)pent-4-en-1-yl)-2-methyl-propane-2-sulfinamide